ClC=1C=CC(=C(C1)N1CC(N(CC1=O)[C@H](C(=O)NC1=CC2=CN(N=C2C=C1)C)CCOC)=O)N1N=NC(=C1)Cl (S)-2-(4-(5-chloro-2-(4-chloro-1H-1,2,3-triazol-1-yl)phenyl)-2,5-dioxopiperazin-1-yl)-4-methoxy-N-(2-methyl-2H-indazol-5-yl)butanamide